4-methyl-2-quinolinyl ether CC1=CC(=NC2=CC=CC=C12)OC1=NC2=CC=CC=C2C(=C1)C